tert-butyl 2-[1-(4-amino-2,5-dichloro-phenyl)-4-hydroxy-4-piperidyl]acetate NC1=CC(=C(C=C1Cl)N1CCC(CC1)(O)CC(=O)OC(C)(C)C)Cl